2-chloroethyl phenyl sulfide C1(=CC=CC=C1)SCCCl